2-Chloro-1-(2,4-dihydroxyphenyl)ethan-1-one ClCC(=O)C1=C(C=C(C=C1)O)O